CC1(CCN(CC1)C1=NC=C(C=N1)NC1C2CC3(CC(CC1C3)C2)C(=O)N)C 4-((2-(4,4-Dimethylpiperidin-1-yl)pyrimidin-5-yl)amino)adamantan-1-carboxamide